O1C(C=CC2=C1C=CC=C2)C2OC1=CC=CC=C1C=C2 benzopyranyl-(chromen)